Natrium-Tetrahydrat O.O.O.O.[Na]